CN1C(CC(CC1(C)C)OC(CCCCCCCCC(=O)OC1CC(N(C(C1)(C)C)C)(C)C)=O)(C)C.C(C)(=O)NC=1C=C(C(=O)NC=2SC=C(C3=C(N2)C=CC=C3)Cl)C=CC1 3-(acetylamino)-N-(5-chlorobenzo[d][1,3]thiazepin-2-yl)benzamide bis-(1,2,2,6,6-pentamethyl-4-piperidinyl)-sebacate